C(C)OP(=O)(OCC)C(C=1C=CC2=C(C=C(S2)C(=O)OCC2=CC=CC=C2)C1)F benzyl 5-[(diethoxyphosphoryl)(fluoro)methyl]-1-benzothiophene-2-carboxylate